CC12CC(C1)(C2)C2=CC(=NN2C2=CC=C(C=C2)OC(F)(F)F)N2CCNCC2 1-[5-(3-methyl-1-bicyclo[1.1.1]pentanyl)-1-[4-(trifluoromethoxy)phenyl]pyrazol-3-yl]piperazine